C(=O)(OC(C)(C)C)NCCOC1=NN(C=N1)C1=CC=CC=C1 N-Boc-2-(1-phenyl-1H-1,2,4-triazol-3-yloxy)ethylamine